O=C1NC(CCC1C1=CC=C(C=C1)N1CCN(CC1)CC(C)C1CCN(CC1)C(=O)OC(C)(C)C)=O tert-butyl 4-(1-(4-(4-(2,6-dioxopiperidin-3-yl)phenyl)piperazin-1-yl)propan-2-yl)piperidine-1-carboxylate